O=C1C=CC(O1)C(=O)OC 5-oxo-2-furancarboxylic acid, methyl ester